(1S,2S)-2-(fluoromethyl)cyclopropane-1-carboxylic acid tert-butyl ester C(C)(C)(C)OC(=O)[C@@H]1[C@H](C1)CF